14-oxo-tetradecanamide O=CCCCCCCCCCCCCC(=O)N